FC1(CN(CCC1N(C(=O)NC=1C(N(C=C(C1)C(F)(F)F)C)=O)C)C1=NC=CN=C1)F 1-(3,3-difluoro-1-(pyrazin-2-yl)piperidin-4-yl)-1-methyl-3-(1-methyl-2-oxo-5-(trifluoromethyl)-1,2-dihydropyridin-3-yl)urea